C(C)(C)(C)C=1C=C(C=C(C1O)C(C)(C)C)CCC(=O)OCCCCCCCCCCCCCCCCCC Octadecyl 3-(3',5'-di-tert.butyl-4-hydroxyphenyl)propionate